C(C)SC1=NC=C(C=N1)CN1CCN(CC1)C=1OC2=C(N1)C=C(C=C2)C#N 2-(4-((2-(ethylthio)pyrimidin-5-yl)methyl)piperazin-1-yl)benzo[d]oxazole-5-carbonitrile